1-(2-(3-hydroxyazetidin-1-yl)-2-oxoethyl)hexahydropyrrolo[3,4-b]pyrrol OC1CN(C1)C(CN1C2C(CC1)CNC2)=O